NC1=CC=C(C=C1)C(C(CC(=O)[O-])C)=O 4-(4-aminophenyl)-3-methyl-4-oxo-butyrate